ClC=1C=NN(C1)C(C(=O)O)C 2-(4-chloro-1H-pyrazol-1-yl)propionic acid